NC1=C(C=C(C=C1)NC(C1=CC=C(C=C1)OC)=O)F N-(4-amino-3-fluorophenyl)-4-methoxybenzamide